C1=CC=CC=2C3=CC=CC=C3C(C12)N1C(=NC2=NC=CN=C2C1=O)SCC(=O)NC=1SC=CN1 2-((3-(9H-Fluoren-9-yl)-4-oxo-3,4-dihydropteridin-2-yl)-thio)-N-(thiazol-2-yl)acetamide